methyl 4-amino-2',5'-bis(trifluoromethyl)-[1,1'-biphenyl]-3-carboxylate NC1=C(C=C(C=C1)C1=C(C=CC(=C1)C(F)(F)F)C(F)(F)F)C(=O)OC